C(#N)[C@H]1N(CC(C1)(F)F)C(CC=1C(=NC2=CC=CC=C2C1)C=1C(NC2=CC=CC=C2C1C(=O)NCC(=O)N1C(CCC1)C#N)=O)=O 3-((2-((S)-2-cyano-4,4-difluoropyrrolidin-1-yl)-2-oxo-ethyl)quinolyl)-2-oxo-N-[2-(2-cyanopyrrolidinyl)-2-oxo-ethyl]quinoline-4-carboxamide